cis-N-(4-(fluoromethyl)-3-(5-fluoropyrimidin-2-yl)phenyl)-3-methyl-6-azabicyclo[3.1.1]heptane-6-carboxamide FCC1=C(C=C(C=C1)NC(=O)N1C2CC(CC1C2)C)C2=NC=C(C=N2)F